2'-fluoro-2'-deoxyadenosine-5'-monophosphate P(=O)(O)(O)OC[C@@H]1[C@H]([C@H]([C@@H](O1)N1C=NC=2C(N)=NC=NC12)F)O